(3-(1-methyl-1H-imidazol-4-yl)-1-(4-(trifluoromethyl)phenyl)-1H-indol-5-yl)acrylamide CN1C=NC(=C1)C1=CN(C2=CC=C(C=C12)C(C(=O)N)=C)C1=CC=C(C=C1)C(F)(F)F